(+/-)-5-bromo-trans-3-((8-methoxy-2-(6-methoxypyridin-3-yl)-3-methyl-2,3-dihydrobenzo[b][1,4]dioxin-6-yl)methyl)-3H-imidazo[4,5-b]pyridine BrC1=CC=C2C(=N1)N(C=N2)CC2=CC1=C(O[C@H]([C@@H](O1)C)C=1C=NC(=CC1)OC)C(=C2)OC |r|